3-(3-(3-fluoro-5-(7-methoxyimidazo[1,2-a]pyridine-3-carboxamido)-4-methylphenyl)-1,2,4-oxadiazol-5-yl)azetidine-1-carboxylic acid methyl ester COC(=O)N1CC(C1)C1=NC(=NO1)C1=CC(=C(C(=C1)NC(=O)C1=CN=C2N1C=CC(=C2)OC)C)F